N-methyloctadeca-9,12-diene-1-amide CNC(CCCCCCCC=CCC=CCCCCC)=O